tert-butyl-2-(3-fluoropyridin-4-yl)-1,7-naphthyridin-4-amine C(C)(C)(C)C=1C(=NC2=CN=CC=C2C1N)C1=C(C=NC=C1)F